C(C)(C)(C)OC(=O)N1C[C@@H](N(CC1)C=1C2=C(N=CN1)N(C=C2C2=NC=CC=C2)C2=CC(=CC(=C2)F)F)C tert-butyl-(S)-4-(7-(3,5-difluorophenyl)-5-(pyridin-2-yl)-7H-pyrrolo[2,3-d]pyrimidin-4-yl)-3-methylpiperazine-1-carboxylate